3-methoxyamphetamine rubidium-boron [B].[Rb].COC=1C=C(CC(N)C)C=CC1